NCCCOC=1C=C(C=CC1C=C1C(C2=CC=CC=C2C1=O)=O)C1=CC=C(C=C1)N(C1=CC=C(C=C1)C)C1=CC=C(C=C1)C 2-((3-(3-aminopropoxy)-4'-(di-p-tolylamino)-[1,1'-biphenyl]-4-yl)methylene)-1H-indene-1,3(2H)-dione